methyl 6-hydroxy-4-methoxypyridinecarboxylate OC1=CC(=CC(=N1)C(=O)OC)OC